CN1C(=C(C(=C1I)[N+](=O)[O-])[N+](=O)[O-])[N+](=O)[O-] 1-methyl-2,3,4-trinitro-5-iodopyrrole